1-Naphthylisocyanate C1(=CC=CC2=CC=CC=C12)N=C=O